6-(1H-pyrrol-2-yl)-2-((4-(4-methylpiperazin-1-yl)phenyl)amino)-8,9-dihydroimidazo[1,2-a]pyrimido[5,4-e]pyrimidin-5(6H)-one N1C(=CC=C1)N1C=2N(C3=C(C1=O)C=NC(=N3)NC3=CC=C(C=C3)N3CCN(CC3)C)CCN2